tert-butyl (2-(2-((1r,3S)-3-((tert-butoxycarbonyl)amino)cyclobutyl)-1,1-difluoroethyl)pyridin-4-yl)(1-(tert-butyl)-3-((1S,3R)-3-hydroxycyclopentyl)-1H-pyrazol-5-yl)carbamate C(C)(C)(C)OC(=O)NC1CC(C1)CC(F)(F)C1=NC=CC(=C1)N(C(OC(C)(C)C)=O)C1=CC(=NN1C(C)(C)C)[C@@H]1C[C@@H](CC1)O